(Z)-N-(3-(2-(5-chloro-1H-indol-3-yl)-2-cyanovinyl)pyridin-4-yl)pivaloamide ethyl-4,5-diethoxy-7,9-bis(methoxycarbonyl)-1H-pyrrolo[2,3-f]quinoline-2-carboxylate C(C)OC(=O)C1=CC=2C(=C3C(=CC(=NC3=C(C2OCC)OCC)C(=O)OC)C(=O)OC)N1.ClC=1C=C2C(=CNC2=CC1)/C(=C/C=1C=NC=CC1NC(C(C)(C)C)=O)/C#N